hexyl (E)-3-phenylprop-2-enoate C1(=CC=CC=C1)/C=C/C(=O)OCCCCCC